O1[C@H](COC1)CN1N=C2C3=C(C[C@@H](C2=C1)C)OC(=C3C(F)(F)F)C(=O)NCC=3N=CN(C3)C (4S)-2-{[(2S)-1,4-Dioxolan-2-yl]methyl}-4-methyl-N-[(1-methyl-1H-imidazol-4-yl)methyl]-8-(trifluoromethyl)-4,5-dihydro-2H-furo[2,3-g]indazole-7-carboxamide